C(C)OC(=C)C1=C(C(=NN(C1=O)CC(=O)O)C(C)C)OCC(C)C 2-(5-(1-ethoxyvinyl)-4-isobutoxy-3-isopropyl-6-oxopyridazin-1(6H)-yl)acetic acid